5-(8,8-difluoro-5-iodo-7-oxobicyclo[4.2.0]oct-1,3,5-triene-2-enyloxy)-1,3-dicyanobenzene FC1(C(C2=C(C(=C=C=C12)OC=1C=C(C=C(C1)C#N)C#N)I)=O)F